tert-butyl N-[2-(2-hydroxyethylthio) ethyl]-N-methyl-carbamate OCCSCCN(C(OC(C)(C)C)=O)C